NC1=C2C(=NC=N1)N(N=C2C2=CC=C(C=C2)OC2=CC=CC=C2)C2CC1(C2)CCN(CC1)C1CN(C1)C1CN(C1)C=1C=C2C(N(C(C2=CC1)=O)C1C(NC(CC1)=O)=O)=O 5-(3-(2-(4-amino-3-(4-phenoxyphenyl)-1H-pyrazolo[3,4-d]pyrimidin-1-yl)-7-azaspiro[3.5]nonan-7-yl)-[1,3'-biazetidin]-1'-yl)-2-(2,6-dioxopiperidin-3-yl)isoindoline-1,3-dione